COC=1C=C(C=CC1)C1=CC=C(C=C1)C(C)N1N=CC2=CC=CC(=C12)C(=O)NC1CC2(CCC2)C1 6-(1-(1-(3'-Methoxy-[1,1'-biphenyl]-4-yl)ethyl)-1H-indazol-7-carboxamido)spiro[3.3]-heptan